(R)-(1-(3-(5-(2-cyano-3-(dimethylamino)-3-oxoprop-1-en-1-yl)-2-methoxyphenoxy)propanamido)-2-phenylethyl)boronic acid C(#N)C(=CC=1C=CC(=C(OCCC(=O)N[C@@H](CC2=CC=CC=C2)B(O)O)C1)OC)C(=O)N(C)C